NC1=CC=C(C=N1)/C=C/C(=O)NCC=1OC2=C(C1)C=C(C=C2C(F)(F)F)C2=NC=C(C=C2)C(=O)N2CC(C(C2)OC)F (E)-3-(6-aminopyridin-3-yl)-N-((5-(5-(3-fluoro-4-methoxypyrrolidine-1-carbonyl)pyridin-2-yl)-7-(trifluoromethyl)benzofuran-2-yl)methyl)acrylamide